methyl 2-methoxy-4-(4-methoxy-2-methyl-4-oxobutanamido)pyridine-3-carboxylate COC1=NC=CC(=C1C(=O)OC)NC(C(CC(=O)OC)C)=O